C(CCCCCCCCCCCCCCCCCC(=O)N)CCCCCCCCCCCCCCCCCC(=O)N methylenebisstearic amide